1-(2,6-dichlorophenyl)-4-((1-methyl-1H-1,2,4-triazol-5-yl)amino)-1H-pyrazole-3-carboxamide ClC1=C(C(=CC=C1)Cl)N1N=C(C(=C1)NC1=NC=NN1C)C(=O)N